C(CCC)C(COC)(COC)CC(C)C 2-butyl-2-isobutyl-1,3-dimethoxypropane